tantalum tungsten molybdenum rhenium [Re].[Mo].[W].[Ta]